(3S,4S)-8-(8-(2,3-dichloro-6-fluorophenyl)-7-methylimidazo[1,2-c]pyrimidin-5-yl)-3-methyl-2-oxa-8-azaspiro[4.5]decan-4-amine ClC1=C(C(=CC=C1Cl)F)C=1C=2N(C(=NC1C)N1CCC3([C@@H]([C@@H](OC3)C)N)CC1)C=CN2